(R)-5-chloro-4-((2-(dimethylamino)-1-phenylethyl)amino)-2-fluoro-N-(thiazol-2-yl)benzenesulfonamide 2,2,2-trifluoroacetate FC(C(=O)O)(F)F.ClC=1C(=CC(=C(C1)S(=O)(=O)NC=1SC=CN1)F)N[C@@H](CN(C)C)C1=CC=CC=C1